manganese nickel cobalt salt [Co].[Ni].[Mn]